ClC=1C=C(OC2=C(C(=NC3=CC(=C(C=C23)NC(\C=C\CN2CCN(CC2)C)=O)OCC)CC)C#N)C=CC1OC (E)-N-(4-(3-chloro-4-methoxyphenoxy)-3-cyano-7-ethoxy-2-ethylquinolin-6-yl)-4-(4-methylpiperazin-1-yl)but-2-enamide